O1C(NCC12CCNCCC2)=O 1-oxa-3,8-diazaspiro[4.6]undecan-2-one